[Al].[Bi] BISMUTH-ALUMINIUM